FC(OC1=NC=CC(=C1)[C@H](CO)NC(=O)N[C@@H]1COC2=CC=CC=C2C1)F |o1:9| rel-1-[1-[2-(difluoromethoxy)pyridin-4-yl]-2-hydroxyethyl]-3-[(3S)-3,4-dihydro-2H-chromen-3-yl]urea